BrC1=CC=CC=C1C1=CC=CC=C1 6-bromo-[1,1'-biphenyl]